N(=[N+]=[N-])CCCCCCC(=O)N[C@H](C(=O)N[C@H](C(=O)NC1=CC=C(C=C1)CO)CCCNC(=O)N)C(C)C 7-azido-N-((S)-1-(((S)-1-((4-(hydroxymethyl)phenyl)amino)-1-oxo-5-ureidopentan-2-yl)amino)-3-methyl-1-oxobutan-2-yl)heptanamide